n-heptyl-cycloundecane C(CCCCCC)C1CCCCCCCCCC1